1-{2-[4-(dimethylamino)-1H-1,2,3-triazol-1-yl]acetyl}-4-fluoro-N-{[3-fluoro-4-(propan-2-yl)phenyl](phenyl)methyl}pyrrolidine-2-carboxamide CN(C=1N=NN(C1)CC(=O)N1C(CC(C1)F)C(=O)NC(C1=CC=CC=C1)C1=CC(=C(C=C1)C(C)C)F)C